9-bromo-7-(3-iodophenyl)-8-oxononanenitrile BrCC(C(CCCCCC#N)C1=CC(=CC=C1)I)=O